6-(isothiazol-5-yl)-8-methylimidazo[1,2-b]pyridazine-3-carboxylic acid lithium salt [Li+].S1N=CC=C1C=1C=C(C=2N(N1)C(=CN2)C(=O)[O-])C